C(#N)C1=C(C=CC=C1)C=1N(C(=C(N1)C)C(=O)OCC)O ethyl 2-(2-cyanophenyl)-1-hydroxy-4-methyl-1H-imidazole-5-carboxylate